CC(CCOC1C(N(CC1)C1=CC=C2C(NS(C3=CC=CC(NCCC[C@H]4CC(N(C2=N1)C4)(C)C)=N3)(=O)=O)=O)=O)(C)C (14S)-8-[3-(3,3-Dimethylbutoxy)-2-oxopyrrolidin-1-yl]-12,12-dimethyl-2λ6-thia-3,9,11,18,23-pentaazatetracyclo[17.3.1.111,14.05,10]tetracosa-1(22),5,7,9,19(23),20-hexaene-2,2,4-trione